N1C(=CC=CC=C1)C(=O)OC(C)(C)C Tert-butyl azepin-2-carboxylate